cis-N-fluorenylmethoxycarbonyl-4-[(tert-butoxycarbonylamino)ethyl]-proline C1(=CC=CC=2C3=CC=CC=C3CC12)COC(=O)N1[C@@H](C[C@@H](C1)CCNC(=O)OC(C)(C)C)C(=O)O